ClC1=C(C(=CC=C1)Cl)N1C(C2=C(N=C(N=C2)NC=2C=NN(C2)C2CCN(CC2)C)C(=C1)CC)=O 6-(2,6-dichlorophenyl)-8-ethyl-2-((1-(1-methylpiperidin-4-yl)-1H-pyrazol-4-yl)amino)pyrido[4,3-d]pyrimidin-5(6H)-one